6-hydroxy-6-methylheptanenitrile OC(CCCCC#N)(C)C